ClC=1C=C(C=C(C1OC1=NNC(C(=C1)C1CCCCC1)=O)Cl)N1C(N(N=CC1=O)CF)=O (3,5-dichloro-4-((5-cyclohexyl-6-oxo-1,6-dihydropyridazin-3-yl)oxy)phenyl)-2-fluoromethyl-1,2,4-triazine-3,5(2H,4H)-dione